(3-chloropyridin-4-yl)(3,5-dichloropyrazin-2-yl)methanone ClC=1C=NC=CC1C(=O)C1=NC=C(N=C1Cl)Cl